CCCCCCCCCCCCCCCCCC/C=C\OC[C@H](COP(=O)(O)OC[C@@H](C(=O)O)N)OC(=O)CCCC/C=C\C/C=C\C/C=C\C/C=C\CC 1-(1Z-eicosenyl)-2-(6Z,9Z,12Z,15Z-octadecatetraenoyl)-glycero-3-phosphoserine